(S)-(1-(6-aminopyridin-2-yl)pyrrolidin-3-yl)(methyl)carbamic acid tert-butyl ester C(C)(C)(C)OC(N(C)[C@@H]1CN(CC1)C1=NC(=CC=C1)N)=O